C(C)OC(=O)C1(C(C2=C(OC3=C2C=CC=C3)C1)C1=CC(=CC=C1)F)C(=O)OCC 1-(3-fluorophenyl)-1,3-dihydro-2H-cyclopenta[b]Benzofuran-2,2-dicarboxylic acid diethyl ester